ClC1=CC=C2C(=C(C(N(C2=C1)C=1C=NC=CC1)=O)[N+](=O)[O-])NC 7-chloro-4-(methylamino)-3-nitro-1-(pyridin-3-yl)quinolin-2(1H)-one